FC(C(=O)O)(F)F.ClC=1C=CC(=C(C1)[C@H](CC(=O)OC)NC(CNC(=O)C1=CC(=C2C=NNC2=C1)NC=1NCC(CN1)F)=O)F methyl (3S)-3-(5-chloro-2-fluorophenyl)-3-(2-(4-((5-fluoro-1,4,5,6-tetrahydropyrimidin-2-yl)amino)-1H-indazole-6-carboxamido)acetamido)propanoate trifluoroacetate